C(N(C([SH-]CCCCC)=S)CCCCC)N(C([SH-]CCCCC)=S)CCCCC methylenebis(dipentyldithiocarbamate)